C(C)C1N2N3C(C(N1[C@H](C=C[C@H]2C)C)=O)=C(C(C(=C3)C(=O)NCC3=C(C=C(C=C3F)F)F)=O)O (1S,2R,5S)-13-ethyl-8-hydroxy-2,5-dimethyl-7,9-dioxo-N-(2,4,6-trifluorobenzyl)-2,5,7,9-tetrahydro-1,6-methanopyrido[1,2-b][1,2,5]triazonine-10-carboxamide